C[C@@H]1N(CCN(C1)C)C(C(=O)[O-])CC.[Li+] lithium 2-((S)-2,4-dimethylpiperazin-1-yl)butanoate